2-(2,4-Dimethoxypyrimidin-5-yl)-4-[3-[2-(1-piperidyl)ethoxy]pyrrolidin-1-yl]pyrazolo[3,4-d]pyrimidine COC1=NC=C(C(=N1)OC)N1N=C2N=CN=C(C2=C1)N1CC(CC1)OCCN1CCCCC1